(S)-3-amino-3-(4-fluoro-2',4',5,6'-tetramethyl-[1,1'-biphenyl]-3-yl)propanoic acid ethyl ester hydrochloride Cl.C(C)OC(C[C@@H](C=1C=C(C=C(C1F)C)C1=C(C=C(C=C1C)C)C)N)=O